FC(C=1C(CCC1)=O)(F)F 2-trifluoromethylcyclopentenone